O1CCC(C2=CC=CC=C12)CN(S(=O)(=O)C(F)(F)F)CC(OC)OC N-(Chroman-4-ylmethyl)-N-(2,2-dimethoxyethyl)-1,1,1-trifluoromethanesulfonamide